(2S)-1-[2-[(2-METHYLPHENYL)methylamino]-2-oxoethyl]piperidine-2-carboxamide CC1=C(C=CC=C1)CNC(CN1[C@@H](CCCC1)C(=O)N)=O